O=C1N(C(C=C1C=1C=C(C#N)C=CC1)=O)CC1CCOCC1 3-(2,5-dioxo-1-((tetrahydro-2H-pyran-4-yl)methyl)-2,5-dihydro-1H-pyrrol-3-yl)benzonitrile